ClC1=C(C=CC(=C1)CNC([2H])([2H])[2H])N1N=CC(=C1)C1=NC(=NC=C1C#N)N[C@@H]1[C@@H](CN(CC1)S(=O)(=O)C=1N=CN(C1)C)C 4-(1-(2-Chloro-4-(((methyl-d3)amino)methyl)phenyl)-1H-pyrazol-4-yl)-2-(((3R,4S)-3-methyl-1-((1-methyl-1H-imidazol-4-yl)sulfonyl)piperidin-4-yl)amino)pyrimidine-5-carbonitrile